Cl.NC1(CC1)C1=NC(=NC=C1)NS(=O)(=O)C1CC1 N-(4-(1-Aminocyclopropyl)pyrimidin-2-yl)cyclopropanesulfonamide hydrochloride